2-(2-fluoro-4-pyridyl)[1,2]benzisoselenazol-3(2H)-one FC1=NC=CC(=C1)N1[Se]C2=C(C1=O)C=CC=C2